2-(4-(4-(aminomethyl)-8-methyl-1-oxo-1,2-dihydrophthalazin-6-yl)-1-methyl-1H-pyrazol-5-yl)-1-naphthonitrile NCC1=NNC(C2=C(C=C(C=C12)C=1C=NN(C1C1=C(C2=CC=CC=C2C=C1)C#N)C)C)=O